3-bromo-5,6-difluoroquinoline BrC=1C=NC2=CC=C(C(=C2C1)F)F